5-(4-((8-(4-chlorophenyl)spiro[4.5]dec-7-en-7-yl)methyl)piperazine-1-carbonyl)-2-(2,6-dioxopiperidin-3-yl)isoindoline-1,3-dione ClC1=CC=C(C=C1)C1=C(CC2(CCCC2)CC1)CN1CCN(CC1)C(=O)C=1C=C2C(N(C(C2=CC1)=O)C1C(NC(CC1)=O)=O)=O